3-methoxy-4-((3-(4-((1-(2-(4-methylpiperazin-1-yl)-2-oxoethyl)piperidin-4-yl)amino)-1-(2,2,2-trifluoroethyl)-1H-indol-2-yl)prop-2-yn-1-yl)amino)benzamide silicon [Si].COC=1C=C(C(=O)N)C=CC1NCC#CC=1N(C2=CC=CC(=C2C1)NC1CCN(CC1)CC(=O)N1CCN(CC1)C)CC(F)(F)F